FC1=C(C=C(C=C1)NC1=NC=C(C(=N1)NC=1C=C(C2=C(NC(O2)=O)C1)C)C)S(=O)(=O)C 5-(2-(4-fluoro-3-(methylsulfonyl)phenylamino)-5-methylpyrimidin-4-ylamino)-7-methylbenzo[d]oxazol-2(3H)-one